N-((3,5-dichloro-4-(2-fluoro-4-hydroxy-3-isopropylbenzyl)benzyl)oxy)acetamide ClC=1C=C(CONC(C)=O)C=C(C1CC1=C(C(=C(C=C1)O)C(C)C)F)Cl